N-(4-(4,4-dimethylcyclohexyl)phenyl)piperidin-4-amine CC1(CCC(CC1)C1=CC=C(C=C1)NC1CCNCC1)C